(2S)-2-amino-5-(methylsulfanyl)pentanoic acid N[C@H](C(=O)O)CCCSC